(E)-N-((4-bromo-2-(1-ethyl-3-methyl-1H-pyrazol-5-yl)thiazol-5-yl)methylene)-2-methylpropane-2-sulfinamide BrC=1N=C(SC1\C=N\S(=O)C(C)(C)C)C1=CC(=NN1CC)C